3-(fluorophenyl)methylene-6-(5-isopropyl-1-(3-(R)-(2-methylmorpholinyl)propylimidazol-4-yl)methylene)piperazine-2,5-dione FC1=C(C=CC=C1)C=C1C(NC(C(N1)=O)=CC=1N=C(NC1C(C)C)CCCN1CC(OCC1)C)=O